3-(((7-(2-aminopyrimidin-4-yl)-2,3-dihydrofuro[3,2-c]pyridin-4-yl)amino)methyl)-N-((tetrahydro-2H-pyran-4-yl)methyl)benzamide NC1=NC=CC(=N1)C=1C2=C(C(=NC1)NCC=1C=C(C(=O)NCC3CCOCC3)C=CC1)CCO2